tert-butyl 9-(piperidin-4-ylmethyl)-3,9-diazaspiro[5.5]undecan-3-carboxylate N1CCC(CC1)CN1CCC2(CCN(CC2)C(=O)OC(C)(C)C)CC1